[Si](C)(C)(C(C)(C)C)OC=1C=CC(=NC1)NS(=O)(=O)C1CCN(CC1)C1=CC=C(C=C1)Cl N-[5-[(tert-butyldimethylsilyl)oxy]pyridin-2-yl]-1-(4-chlorophenyl)piperidine-4-sulfonamide